(R)-3-hydroxy-4-((2-((1-(4-methoxy-1-methyl-1H-pyrazol-3-yl)-2,2-dimethylpropyl)amino)-3,4-dioxocyclobut-1-en-1-yl)amino)-N,N-dimethylpyridinecarboxamide OC=1C(=NC=CC1NC1=C(C(C1=O)=O)N[C@H](C(C)(C)C)C1=NN(C=C1OC)C)C(=O)N(C)C